CS(=O)(=O)[O-].C(C)[NH+]1CC(CC1)C 1-Ethyl-3-methylpyrrolidinium methansulfonat